ClC=1C(=C(NC2CC2)C=CC1F)F 3-chloro-N-cyclopropyl-2,4-difluoroaniline